C1(=CC=CC=C1)P(C1=C(C2=CC=CC=C2C=C1)C1=C(C=CC2=CC=CC=C12)P(C1=CC=CC=C1)C1=CC=CC=C1)C1=CC=CC=C1 2,2'-bis(diphenylphosphino)-1,1-binaphthalene